5-(((1R*,5S*,6S*)-3-ethyl-3-azabicyclo[4.1.0]heptan-5-yl)oxy)isobenzofuran-1(3H)-one C(C)N1C[C@@H]2C[C@@H]2[C@@H](C1)OC=1C=C2COC(C2=CC1)=O |o1:4,6,7|